CN1C(=NC2=C1C=CC(=C2)C(=O)O)NC=2OC1=C(N2)C=CC(=C1)C(F)(F)F 1-methyl-2-((6-(tri-fluoromethyl)benzo[d]-oxazol-2-yl)amino)-1H-benzo[d]imidazole-5-carboxylic acid